ClC=1C=NN(C(C1)=O)[C@H](C(=O)NC1=CC(=C(C=C1)C)S(=O)(=O)CCCC1=NC=CC=C1)C (2S)-2-(4-chloro-6-oxo-pyridazin-1-yl)-N-[4-methyl-3-[3-(2-pyridyl)propylsulfonyl]phenyl]propanamide